C(#N)C1=C(C(=C(C(=C1OB(O)O)C=O)C=O)C=1OC=CC1)C#N dicyanofuranyl-diformyl-phenyl-boric acid